dihydro-[2,4'-bipyridin] N1C(C=CC=C1)C1=CC=NC=C1